CN([C@H]1[C@@H](CNC1)O)C (3R,4R)-4-(Dimethylamino)pyrrolidin-3-ol